C(CCC)C1C(=NN(C1(C(=O)OC)C)C1=CC=CC=C1)C1=CC(=C(C=C1)F)F methyl 4-butyl-3-(3,4-difluorophenyl)-5-methyl-1-phenyl-4,5-dihydro-1H-pyrazole-5-carboxylate